4-(benzylamino)-5-chloro-2-(2-fluoro-4-pyridinyl)-1H-pyrimidin-6-one C(C1=CC=CC=C1)NC=1N=C(NC(C1Cl)=O)C1=CC(=NC=C1)F